N-[3-(trifluoromethyl)pyridin-4-yl]piperidine-1-carboxamide FC(C=1C=NC=CC1NC(=O)N1CCCCC1)(F)F